methyl 3-(aminomethyl)-4-(methylamino)benzoate hydrochloride Cl.NCC=1C=C(C(=O)OC)C=CC1NC